3-bromo-5,5-dimethylhydantoin BrN1C(NC(C1=O)(C)C)=O